CC1CCCN1 5-methyl-pyrrolidine